nitro-5-(2,3,4,5,6-pentafluorophenoxy)benzoate [N+](=O)([O-])C1=C(C(=O)[O-])C=C(C=C1)OC1=C(C(=C(C(=C1F)F)F)F)F